FC1=C(C=C2CC3(C=NCNC3)[C@@H]3N(C2=C1F)C[C@H](O[C@H]3C)C)C=3N=COC3 (2R,4S,4aS)-9,10-difluoro-2,4-dimethyl-8-(oxazol-4-yl)-2,4,4a,6-tetrahydro-1H,1'H-spiro[[1,4]oxazino[4,3-a]quinoline-5,5'-pyrimidine]